N-(4-{[6-(5-chloro-2-fluorophenyl)-3-[(3-hydroxycyclobutyl)methoxy]pyridazin-4-yl]amino}pyridin-2-yl)-2-[(1S,4S)-5-methyl-2,5-diazabicyclo[2.2.1]heptan-2-yl]acetamide ClC=1C=CC(=C(C1)C1=CC(=C(N=N1)OCC1CC(C1)O)NC1=CC(=NC=C1)NC(CN1[C@@H]2CN([C@H](C1)C2)C)=O)F